The molecule is an aldehydic acid anion that is the conjugate base of 9-oxononanoic acid, obtained by deprotonation of the carboxy group; major species at pH 7.3. It has a role as an EC 6.4.1.2 (acetyl-CoA carboxylase) inhibitor. It is an aldehydic acid anion, an omega-oxo fatty acid anion and a medium-chain fatty acid anion. It is a conjugate base of a 9-oxononanoic acid. C(CCCC=O)CCCC(=O)[O-]